FC(COCCNC(C1=CN=CC(=C1N1CC2(CCCN2)CC1)C1=CC(=CC(=C1)F)F)=O)(F)F N-[2-(2,2,2-trifluoroethoxy)ethyl]-4-(1,7-diaza-7-spiro[4.4]nonyl)-5-(3,5-difluorophenyl)nicotinamide